2,4-diethyl-7-methylocta-6-enal C(C)C(C=O)CC(CC=C(C)C)CC